FC1=C(CN2C(N([C@H](C3=CC=C(C=C23)C(=O)NCC2=C(C=C(C=C2F)F)F)C)C)=O)C=CC(=C1)C (S)-1-(2-fluoro-4-methylbenzyl)-3,4-dimethyl-2-oxo-N-(2,4,6-trifluorobenzyl)-1,2,3,4-tetrahydroquinazoline-7-carboxamide